BrC1=CC=C2C3(CC=4C(=NOC4C2=C1)NS(=O)(=O)C1CCCCC1)CC3 N-(8'-bromo-4'H-spiro[cyclopropane-1,5'-naphtho[2,1-d]isoxazol]-3'-yl)cyclohexanesulfonamide